(4-(2-(3-methylbenzylidene)hydrazinyl)-7-(2-(pyridin-2-yl)ethyl)-7H-pyrrolo[2,3-d]pyrimidin-2-yl)Morpholine CC=1C=C(C=NNC=2C3=C(N=C(N2)N2CCOCC2)N(C=C3)CCC3=NC=CC=C3)C=CC1